6-chloro-4-[(1R)-1-(2,4-dichlorophenyl)ethoxy]-3-nitropyridin-2-amine ClC1=CC(=C(C(=N1)N)[N+](=O)[O-])O[C@H](C)C1=C(C=C(C=C1)Cl)Cl